piperidin-3-ol bis(2,2,2-trifluoro acetate) FC(C(=O)O)(F)F.FC(C(=O)O)(F)F.N1CC(CCC1)O